OCCSCCCCCC(C(=O)OC(C)(C)C)(C)C1=CC(=CC=C1)I tert-butyl 7-((2-hydroxyethyl)thio)-2-(3-iodophenyl)-2-methylheptanoate